N-(2,4-difluoro-3-((S)-2-methoxypropionamido)phenyl)benzamide FC1=C(C=CC(=C1NC([C@H](C)OC)=O)F)NC(C1=CC=CC=C1)=O